3-(4-((cyclopropylmethyl)((1r,4r)-4-((3,3-difluorocyclobutyl)amino)cyclohexyl)amino)-1-oxoisoindolin-2-yl)piperidine-2,6-dione C1(CC1)CN(C1=C2CN(C(C2=CC=C1)=O)C1C(NC(CC1)=O)=O)C1CCC(CC1)NC1CC(C1)(F)F